N1(CCC1)C1=C(C=CC(=C1)C(=O)OC)[C@H]1CC2(CC(C2)(F)F)CCN1CC1=C2C=CN(C2=C(C=C1OC)C)C(=O)OC(C)(C)C tert-butyl 4-{[(6R)-6-[2-(azetidin-1-yl)-4-(methoxycarbonyl)phenyl]-2,2-difluoro-7-azaspiro[3.5]nonan-7-yl]methyl}-5-methoxy-7-methylindole-1-carboxylate